OC=1C=NC=C(C1)B1OC(C)(C)C(C)(C)O1 3-Hydroxy-5-Pyridineboronic acid pinacol ester